lithium dichloroacetic acid ClC(C(=O)O)Cl.[Li]